N-Methyl-β-carboline-3-carboxamide CNC(=O)C=1N=CC=2NC3=CC=CC=C3C2C1